N1C(=NC=C1)C1(N=CC=N1)CC(=O)O 2'-biimidazoleacetic acid